COC(=O)C=1C=NC(=NC1)NCC1CCNCC1 2-(piperidin-4-ylmethylamino)pyrimidine-5-carboxylic acid methyl ester